(S)-N-(piperidin-3-yl)-5-(pyridin-3-yl)-3-ureidothiophene-2-carboxamide N1C[C@H](CCC1)NC(=O)C=1SC(=CC1NC(=O)N)C=1C=NC=CC1